1-N-(4-fluorophenyl)-1-N'-[4-[6-methoxy-7-(3-morpholin-4-ylpropoxy)pyrido[3,2-d]pyrimidin-4-yl]oxy-3-methylphenyl]cyclopropane-1,1-dicarboxamide FC1=CC=C(C=C1)NC(=O)C1(CC1)C(=O)NC1=CC(=C(C=C1)OC=1C2=C(N=CN1)C=C(C(=N2)OC)OCCCN2CCOCC2)C